OC(C(=O)N)C1=NC=C(C=C1)OC 2-hydroxy-2-(5-methoxypyridin-2-yl)acetamide